benzenehexacarboxylic acid diacrylate C(C=C)(=O)O.C(C=C)(=O)O.C1(=C(C(=C(C(=C1C(=O)O)C(=O)O)C(=O)O)C(=O)O)C(=O)O)C(=O)O